OC=1C(=NC(=C(C1C(=O)O)C(=O)O)CCC1=CC=C(C=C1)OC)C(=O)O 3-hydroxy-6-(4-methoxyphenylethyl)pyridine-2,4,5-tricarboxylic acid